C(C)N(C(CNS(=O)(=O)C1=CC=C2C=CNC2=C1)C1=CN(C2=CC=CC=C12)C)CC N-(2-(diethylamino)-2-(1-methyl-1H-indol-3-yl)ethyl)-1H-indole-6-sulfonamide